NC1C(CC(CC1C)N)(C)C 1,4-diamino-2,2,6-trimethyl-cyclohexane